N-(3-(5-(2-chloropyrimidin-4-yl)-2-(3-(trifluoromethyl)-bicyclo[1.1.1]pentan-1-yl)thiazol-4-yl)-2-fluorophenyl)acetamide ClC1=NC=CC(=N1)C1=C(N=C(S1)C12CC(C1)(C2)C(F)(F)F)C=2C(=C(C=CC2)NC(C)=O)F